C1=CC=CC2=CC3=CC=CC=C3C(=C12)C=1NC=CC1 2-(anthracen-9-yl)-1H-pyrrole